CC(C(=O)N1CCC(=CC1)B1OC(C(O1)(C)C)(C)C)C 2-methyl-1-[4-(4,4,5,5-tetramethyl-1,3,2-dioxaborolan-2-yl)-3,6-dihydro-2H-pyridin-1-yl]propan-1-one